[C@@H]1(CCC2=CC=CC=C12)N=C=S (S)-1-indanyl isothiocyanate